2-(Difluoromethoxy)-6-methylisonicotinic acid methyl ester COC(C1=CC(=NC(=C1)C)OC(F)F)=O